ClC(OC1=CC=C(C=C1)NC(C1=CN=C(C(=C1)NC1=C(C=C(C=C1)[N+](=O)[O-])C#N)N1C[C@@H](CC1)O)=O)(F)F (R)-N-(4-(chlorodifluoromethoxy)phenyl)-5-((2-cyano-4-nitrophenyl)amino)6-(3-hydroxypyrrolidin-1-yl)nicotinamide